docosa-4,7,10,13,16,19-hexaenoic acid C(CCC=CCC=CCC=CCC=CCC=CCC=CCC)(=O)O